3-{4-[(3-chloro-4-fluorophenyl)sulfamoyl]phenyl}-1-(pyridin-3-ylmethyl)urea ClC=1C=C(C=CC1F)NS(=O)(=O)C1=CC=C(C=C1)NC(NCC=1C=NC=CC1)=O